7-bromo-2-ethyl-N-[(4-fluorophenyl)-methyl]-4-methyl-quinoline-3-carboxylic acid amide BrC1=CC=C2C(=C(C(=NC2=C1)CC)C(=O)NCC1=CC=C(C=C1)F)C